N1=CC(=CC=C1)[C@H]1N(CCC1)CCCCCNC(=O)C1CCN(CC1)CC(=O)OCC (S)-Ethyl 2-(4-((5-(2-(pyridin-3-yl)pyrrolidin-1-yl)pentyl)carbamoyl)piperidin-1-yl)acetate